O1CCCC1 rac-(2S)-tetrahydrofuran